2-Methyl-N-[(1R)-1-(1-naphthyl)ethyl]-5-(4,4,5,5-tetramethyl-1,3,2-dioxaborolan-2-yl)benzamide CC1=C(C(=O)N[C@H](C)C2=CC=CC3=CC=CC=C23)C=C(C=C1)B1OC(C(O1)(C)C)(C)C